C1(=CC=C(C=C1)C=CC1(C#N)CC=CC=C1)C=CC1=CC=C(C#N)C=C1 1,4'-(p-phenylenediethene-2,1-diyl)bisbenzonitrile